N=1ON=C2C1C=CC(=C2)COC2=C(CN1[C@H](CCCC1)C(=O)O)C=C(C(=C2)OCC=2C(=C(C=CC2)C2=CC=CC=C2)Br)F (R)-1-(2-(benzo[c][1,2,5]oxadiazol-5-ylmethoxy)-4-((2-bromo-[1,1'-biphenyl]-3-yl)methoxy)-5-fluorobenzyl)piperidine-2-carboxylic acid